CC(CCCCCCCCC(=O)OCCCCCCCN(CCCCCCCC(=O)OC(CCCCCCCC)CCCCCCCC)CCOC(CCCN(C)C)=O)C 7-((2-((4-(dimethylamino)butanoyl)oxy)ethyl)(8-(heptadecan-9-yloxy)-8-oxooctyl)amino)heptyl 10-methylundecanoate